C12C(CC(CC1)C2)NC(CC2N(C(CC2)=O)CC2=C(C=C(C=C2)Cl)Cl)=O N-(2-bicyclo[2.2.1]heptanyl)-2-[1-[(2,4-dichlorophenyl)methyl]-5-oxopyrrolidin-2-yl]acetamid